1-(4-(2,6-dioxopiperidin-3-yl)-3,5-difluorophenyl)azetidin-3-yl(3,3-difluorocyclobutyl)carbamate O=C1NC(CCC1C1=C(C=C(C=C1F)N1CC(C1)N(C([O-])=O)C1CC(C1)(F)F)F)=O